(E)-3-(3-fluorophenyl)-1-(4-methoxy-2-(3,4,5-trimethoxyphenoxy)phenyl)prop-2-en-1-one FC=1C=C(C=CC1)/C=C/C(=O)C1=C(C=C(C=C1)OC)OC1=CC(=C(C(=C1)OC)OC)OC